CC1(C(C(=C[C@]2(CCN(C2)C(=O)C2=C(C=CC=C2)OCC(F)(F)F)C1)C#N)=O)C (5R)-9,9-dimethyl-8-oxo-2-[2-(2,2,2-trifluoroethoxy)benzene-1-carbonyl]-2-azaspiro[4.5]dec-6-ene-7-carbonitrile